1-(2-Naphthalyl)ethanol C1=C(C=CC2=CC=CC=C12)C(C)O